CC1=NC=C(C=N1)NC(O[C@@H](C)[C@H](C)OC1=CC2=C(N=C(S2)C2=C3N=CC(=NC3=CC(=C2)C)OC)C=C1F)=O (2S,3S)-3-((5-fluoro-2-(2-methoxy-7-methylquinoxalin-5-yl)benzo[d]thiazol-6-yl)oxy)butan-2-yl (2-methylpyrimidin-5-yl)carbamate